N-[(3S)-9-fluoro-2-oxo-5-phenyl-1,3-dihydro-1,4-benzodiazepin-3-yl]-6-methoxy-2-(5-methylpyridin-3-yl)imidazo[1,2-b]pyridazine-3-carboxamide FC1=CC=CC=2C(=N[C@@H](C(NC21)=O)NC(=O)C2=C(N=C1N2N=C(C=C1)OC)C=1C=NC=C(C1)C)C1=CC=CC=C1